C(#N)C=1C(=NC(=NC1)NC1=C(C=C(C=C1)N1CCN(CC1)CC)NC(C=C)=O)C1=CN(C2=CC=CC=C12)CCCO N-(2-((5-cyano-4-(1-(3-hydroxypropyl)-1H-indol-3-yl)pyrimidin-2-yl)amino)-5-(4-ethylpiperazin-1-yl)phenyl)acrylamide